C(C)(C)(C)C=1N=C(C2=C(N1)NC=C2)O (tert-butyl)-7H-pyrrolo[2,3-d]pyrimidin-4-ol